4-bromo-1-(difluoromethyl)triazole BrC=1N=NN(C1)C(F)F